NC1=C2C(=NC=N1)N(N=C2C2=CC=C(C=C2)OC2=CC=CC=C2)C2CCN(CC2)CC2CN(CC2)CC2CCN(CC2)C=2C=C1CN(C(C1=CC2)=O)C2C(NC(CC2)=O)=O 3-(5-(4-((3-((4-(4-amino-3-(4-phenoxyphenyl)-1H-pyrazolo[3,4-d]pyrimidin-1-yl)piperidin-1-yl)methyl)pyrrolidin-1-yl)methyl)piperidin-1-yl)-1-oxoisoindolin-2-yl)piperidine-2,6-dione